[4-(4-fluorophenyl)-2-[(1-methyl-1-oxo-3H-1,2-benzothiazole-5-carbonyl) amino] phenyl] carbamate C(N)(OC1=C(C=C(C=C1)C1=CC=C(C=C1)F)NC(=O)C=1C=CC2=C(CNS2(=O)C)C1)=O